2-((5-(1,2-Dithiolan-3-yl)pentanoyl)oxy)octyl (1-(9H-fluoren-9-yl)-19-hexyl-9,9-dimethyl-3,7,12,16-tetraoxo-2,11,17-trioxa-6-azaheptacosan-8-yl) glutarate C(CCCC(=O)OC(C(NCCC(OCC1C2=CC=CC=C2C=2C=CC=CC12)=O)=O)C(COC(CCCC(OCC(CCCCCCCC)CCCCCC)=O)=O)(C)C)(=O)OCC(CCCCCC)OC(CCCCC1SSCC1)=O